(5-amino-6-methyl-1H-pyrrolo[3,2-b]pyridin-2-yl)-[(5S)-5-methyl-2-[2-(1-methyl-4-piperidyl)-1,3-benzothiazol-5-yl]-1-piperidyl]methanone NC1=C(C=C2C(=N1)C=C(N2)C(=O)N2C(CC[C@@H](C2)C)C=2C=CC1=C(N=C(S1)C1CCN(CC1)C)C2)C